3-((tert-butoxycarbonyl)amino)-8-((triisopropylsilyl)ethynyl)naphthalene-1-yl trifluoromethanesulfonate FC(S(=O)(=O)OC1=CC(=CC2=CC=CC(=C12)C#C[Si](C(C)C)(C(C)C)C(C)C)NC(=O)OC(C)(C)C)(F)F